6-chloro-7-hydroxy-1-methyl-4-[4-(5-methyl-1,3-benzooxazol-2-yl)piperidin-1-yl]-2-oxo-1,2-dihydroquinoline-3-carbonitrile ClC=1C=C2C(=C(C(N(C2=CC1O)C)=O)C#N)N1CCC(CC1)C=1OC2=C(N1)C=C(C=C2)C